2,2'-methylenedioxy-7,7'-bis-[4-(4-propyl-cyclohexyl)phenyl]-[1,1']binaphthyl C1OC2=C(C3=CC(=CC=C3C=C2)C2=CC=C(C=C2)C2CCC(CC2)CCC)C2=C(C=CC3=CC=C(C=C23)C2=CC=C(C=C2)C2CCC(CC2)CCC)O1